C(C)C1=C(C(=C(C(=C1CC)OC)CC)C)O 2,3,5-triethyl-6-methyl-4-methoxyphenol